COC=1C=C(C=2OC3=CC(=C(C(=C3C(C2)=O)OC)OC)OC)C=CC1OC 3',4',5,6,7-pentamethoxyflavone